4-(2-Amino-2-methylpropanoyl)-N-(1-(4-(2-(((1S,3R)-3-(aminomethyl)cyclopentyl)amino)ethyl)phenyl)-2-oxo-1,2-dihydropyrimidin-4-yl)piperazine-1-carboxamide hydrochloride salt Cl.NC(C(=O)N1CCN(CC1)C(=O)NC1=NC(N(C=C1)C1=CC=C(C=C1)CCN[C@@H]1C[C@@H](CC1)CN)=O)(C)C